OCCC(=O)NC1=NN(C=C1)C=1CN2C(N(C(C1)C2)OS(=O)(=O)O)=O.COC=2C=C(C=CC2OC)C=2NC1=CC=C(C=C1C2CC)C(=O)N2CCN(CC2)C(C)C (2-(3,4-dimethoxyphenyl)-3-ethyl-1H-indol-5-yl)(4-isopropylpiperazin-1-yl)methanone [3-[3-(3-hydroxypropanoylamino)pyrazol-1-yl]-7-oxo-1,6-diazabicyclo[3.2.1]oct-3-en-6-yl]-sulfat